C(C1=CC(=CC(=C1O)C1(CCCCC1)C)C)C1=CC(=CC(=C1O)C1(CCCCC1)C)C 2,2'-Methylenbis[6-(1-methylcyclohexyl)-p-cresol]